2-(hydroxymethyl)-1-[(2'-methyl-1,1'-biphenyl-4-yl-carbonyl)]pyrrolidin-4-one O-methyloxime CON=C1CC(N(C1)C(=O)C1=CC=C(C=C1)C1=C(C=CC=C1)C)CO